Lactosamin OC1[C@H](N)[C@@H](O)[C@H](O[C@H]2[C@H](O)[C@@H](O)[C@@H](O)[C@H](O2)CO)[C@H](O1)CO